3-methyl-N-((S)-4-methyl-1-(((4S,7R)-7-methyl-3-oxo-1-(pyridin-2-ylsulfonyl)azepan-4-yl)amino)-1-oxopent-2-yl)furo[3,2-b]pyridine-2-carboxamide CC1=C(OC=2C1=NC=CC2)C(=O)N[C@H](C(=O)N[C@@H]2C(CN([C@@H](CC2)C)S(=O)(=O)C2=NC=CC=C2)=O)CC(C)C